C[Si](C)(C)C#CC1=CC=C(C=C1)/C=C/CO (E)-3-(4-((trimethylsilyl)ethynyl)phenyl)prop-2-en-1-ol